[Na].CC1=CC=C(C=CC=O)C=C1 p-methylcinnamaldehyde sodium